BrC=1C=C(C=CC1)C1=CC(=NN1)C1=CC(=C(C=C1)O)O 5-(3-Bromophenyl)-3-(3,4-dihydroxyphenyl)-1H-pyrazole